1-{6-[(3-Chlorophenyl)methyl]-3,3-dimethyl-1H,2H,3H-pyrrolo[3,2-c]pyridin-1-yl}-2-[(2R,5R)-2-(methoxymethyl)-5-methylpiperazin-1-yl]ethan-1-one, hydrochloride salt Cl.ClC=1C=C(C=CC1)CC1=CC2=C(C=N1)C(CN2C(CN2[C@H](CN[C@@H](C2)C)COC)=O)(C)C